BrC1=C(C=C(N)C=C1)C=1C(=NN(C1)CC)C(F)(F)F 4-Bromo-3-(1-ethyl-3-(trifluoromethyl)-1H-pyrazol-4-yl)aniline